2,6-Di-tert-butyl-4-(thiophen-ylselanyl)phenol C(C)(C)(C)C1=C(C(=CC(=C1)[Se]C=1SC=CC1)C(C)(C)C)O